ClC1=NC=CC(=N1)NC1=CC(=NO1)C1=CC=C(C=C1)N(C)C N-(2-Chloropyrimidin-4-yl)-3-(4-(dimethylamino)phenyl)isoxazol-5-amine